4-(4-cyano-3-fluorophenyl)-3-(cyanomethyl)-5-(3-hydroxy-4-methoxyphenyl)pyridine C(#N)C1=C(C=C(C=C1)C1=C(C=NC=C1C1=CC(=C(C=C1)OC)O)CC#N)F